methyl 2-amino-5-(4,4,5,5-tetramethyl-1,3,2-dioxaborolan-2-yl)pyridine-3-carboxylate NC1=NC=C(C=C1C(=O)OC)B1OC(C(O1)(C)C)(C)C